Zinc(II) 2-ethylhexanoate C(C)C(C(=O)[O-])CCCC.[Zn+2].C(C)C(C(=O)[O-])CCCC